ethyl 2-[(7-oxo-5-propyl-7,8-dihydro[1,2,4]triazolo[4,3-a]pyrimidin-3-yl)sulfanyl]propanoate O=C1NC=2N(C(=C1)CCC)C(=NN2)SC(C(=O)OCC)C